ClC1=C(\C=N\OC(C(=O)OC)CC)C=C(C(=C1)F)N1C(N(C(=CC1=O)C(F)(F)F)C)=O methyl 2-{[(E)-{2-chloro-4-fluoro-5-[3-methyl-2,6-dioxo-4-(trifluoromethyl)-3,6-dihydropyrimidin-1(2H)-yl]benzylidene}amino]oxy}butanoate